S1C(=CC=C1)C=1C=C(C=C(C1)C=1SC=CC1)C(C)(C)NC(C1=C(C=CC(=C1)OCCN(C)C)C)=O N-(2-(3,5-di(thiophen-2-yl)phenyl)propan-2-yl)-5-(2-(dimethylamino)ethoxy)-2-methylbenzamide